F[C@H]1C[C@H](N(C1)C(CN1C[C@@H](CC1)NC1=C2C=CC=NC2=C(C=C1)C)=O)C#N (2S,4S)-4-fluoro-1-[2-[(3R)-3-[(8-methyl-5-quinolyl)amino]pyrrolidin-1-yl]acetyl]pyrrolidine-2-carbonitrile